3-(2-fluoro-3-nitrobenzyl)-7-hydroxy-4-(trifluoromethyl)-3,4-dihydro-2H-benzo[e][1,3]oxazin-2-one FC1=C(CN2C(OC3=C(C2C(F)(F)F)C=CC(=C3)O)=O)C=CC=C1[N+](=O)[O-]